ethyl-2-(2-fluoro-2-methylpropanoyl)-N-(2,2,2-trifluoro-1-(4-fluorophenyl)ethyl)-1,2,3,4-tetrahydroisoquinoline-7-sulfonamide C(C)C1N(CCC2=CC=C(C=C12)S(=O)(=O)NC(C(F)(F)F)C1=CC=C(C=C1)F)C(C(C)(C)F)=O